(2S,6R)-2,6-dimethyl-4-(3-methyl-8-(6-(3-morpholinopropoxy)pyridin-3-yl)imidazo[1,5-a]quinoxalin-1-yl)morpholine C[C@H]1CN(C[C@H](O1)C)C1=NC(=C2N1C1=CC(=CC=C1N=C2)C=2C=NC(=CC2)OCCCN2CCOCC2)C